6-(2-chloropyrimidin-4-yl)-4-fluoro-2-methylbenzo[d]oxazole ClC1=NC=CC(=N1)C1=CC2=C(N=C(O2)C)C(=C1)F